COC(=O)C1=C(NC=2CC(CC(C2C1C1=CC=CC=C1)=O)C1=C(C=CC=C1)OC)C 7-(2-methoxyphenyl)-2-methyl-5-oxo-4-phenyl-1,4,5,6,7,8-hexahydroquinoline-3-carboxylic acid methyl ester